tert-butyl 6-(6-(4-bromo-6-chloro-1-(tetrahydro-2H-pyran-2-yl)-1H-indazol-5-yl)-2-oxohexyl)-1,4-oxazepane-4-carboxylate BrC1=C2C=NN(C2=CC(=C1CCCCC(CC1CN(CCOC1)C(=O)OC(C)(C)C)=O)Cl)C1OCCCC1